5-(4-Methylpyridin-3-yl)-1H-indole CC1=C(C=NC=C1)C=1C=C2C=CNC2=CC1